N-(1-Cyanocyclopropyl)-4-((3S,5R)-4-(cyclopropanecarbonyl)-3,5-dimethylpiperazin-1-yl)-9-(5-(difluoromethyl)-1,3,4-thiadiazol-2-yl)-9H-pyrimido[4,5-b]indole-7-sulfonamide C(#N)C1(CC1)NS(=O)(=O)C1=CC=C2C3=C(N(C2=C1)C=1SC(=NN1)C(F)F)N=CN=C3N3C[C@@H](N([C@@H](C3)C)C(=O)C3CC3)C